Veratrol C=1(C(OC)=CC=CC1)OC